(R)-N-((1-Cyanopyrrolidin-3-yl)methyl)-5-phenylisoxazol-3-carboxamid C(#N)N1C[C@H](CC1)CNC(=O)C1=NOC(=C1)C1=CC=CC=C1